N-methyl-N-butylpiperidinium-bis(trifluoromethylsulfonyl)imide [N-](S(=O)(=O)C(F)(F)F)S(=O)(=O)C(F)(F)F.C[N+]1(CCCCC1)CCCC